Diglycidyl Isophthalate C(C1=CC(C(=O)OCC2CO2)=CC=C1)(=O)OCC1CO1